OC1=CN=CO1 5-hydroxy-oxazole